IC1=C(C(=CC=C1)C)C1=C(C=CC=C1C)O\C(=C/C(=O)OCC=C)\C allyl (Z)-3-((2'-iodo-6,6'-dimethyl-[1,1'-biphenyl]-2-yl) oxy)-2-butenoate